CCCC1N(CCC1)[C@H](C(=O)N)CC (S)-2-3-propyl-pyrrolidin-1-yl-butyramide